6-bromo-4-methoxypyrazolo[1,5-a]Pyridine-3-carbaldehyde BrC=1C=C(C=2N(C1)N=CC2C=O)OC